C12(CCC(CC1)CC2)CC(=NCCO)N 2-(bicyclo[2.2.2]oct-1-yl)-N'-hydroxyethylacetamidine